OC1=C(C=C(C(=C1)OC)C)C(\C=C\C1=CC=CC=C1)=O (E)-1-(2-hydroxy-4-methoxy-5-methylphenyl)-3-phenylpropan-2-en-1-one